{(2S,3S)-3-hydroxy-2-[2-(3-trifluoromethyl-phenylcarbamoyl)-propionylamino]-hex-4-ynyl}-carbamic acid benzyl ester C(C1=CC=CC=C1)OC(NC[C@@H]([C@H](C#CC)O)NC(C(C)C(NC1=CC(=CC=C1)C(F)(F)F)=O)=O)=O